methyl 3-(4-(4-fluorophenoxy) phenyl)-3-oxopropionate FC1=CC=C(OC2=CC=C(C=C2)C(CC(=O)OC)=O)C=C1